BrC1=CC2=C(N=C(C(N2CCCC)=O)Cl)N=C1 7-bromo-1-butyl-3-chloro-pyrido[2,3-b]Pyrazin-2-one